tert-butyl N-[3-[4-[(5-cyclopropyl-1H-pyrazol-3-yl)amino]pyrimidin-2-yl]-3-azabicyclo[3.1.1]heptan-1-yl]carbamate C1(CC1)C1=CC(=NN1)NC1=NC(=NC=C1)N1CC2(CC(C1)C2)NC(OC(C)(C)C)=O